C(C1=CC=CC=C1)(=O)N1CCN(C2=CC=CC=C12)C(CCN1CCCC1)=O 1-(4-benzoyl-3,4-dihydroquinoxaline-1(2H)-yl)-3-(pyrrolidin-1-yl)propan-1-one